ClC1=C2CCN(CC2=CC=C1CC(=O)O)C(CNC(\C=C\C1=C(C=C(C=C1)C(F)(F)F)F)=O)=O 2-[5-chloro-2-[2-[[(E)-3-[2-fluoro-4-(trifluoromethyl)phenyl]prop-2-enoyl]amino]acetyl]-3,4-dihydro-1H-isoquinolin-6-yl]acetic acid